3-Z-[1-(4-(amino-methyl)-anilino)-1-phenyl-methylene]-6-carbamoyl-2-indolinone NCC1=CC=C(N\C(\C2=CC=CC=C2)=C\2/C(NC3=CC(=CC=C23)C(N)=O)=O)C=C1